Tert-butyl (1-(((3-((7-bromo-6-chloro-8-fluoro-4-hydroxy-2-(methylthio) quinazolin-5-yl)oxy) propyl)amino)methyl)cyclobutyl)carbamate BrC1=C(C(=C2C(=NC(=NC2=C1F)SC)O)OCCCNCC1(CCC1)NC(OC(C)(C)C)=O)Cl